pyridin-3-one N=1CC(C=CC1)=O